2-chloro-4-(1,3-dimethyl-1H-pyrazol-4-yl)pyrimidine ClC1=NC=CC(=N1)C=1C(=NN(C1)C)C